C1(CC1)N1C(C(=CC=C1)NC(=O)C=1C(=CC=2N(C1)C=C(N2)C21COC(C2)(C1)C)O[C@@H](CF)C)=O (R)-N-(1-cyclopropyl-2-oxo-1,2-dihydropyridin-3-yl)-7-((1-fluoropropan-2-yl)oxy)-2-(1-methyl-2-oxabicyclo[2.1.1]hexan-4-yl)imidazo[1,2-a]pyridine-6-carboxamide